ClC1=C(C=CC=C1Cl)C1=C(NC=2C1=NC=CC2)C2=C(C=NC=C2)OC[C@H]2NCCC2 3-(2,3-dichlorophenyl)-2-(3-{[(2S)-pyrrolidin-2-yl]methoxy}pyridin-4-yl)-1H-pyrrolo[3,2-b]pyridine